OC1=CC=C(C=2CCC(C12)=O)C#N 7-hydroxy-1-oxo-2,3-dihydro-1H-indene-4-carbonitrile